C(C)(C)(C)OC(=O)NC1C(CNCC1)C(=O)OC methyl 4-((tert-butoxycarbonyl)amino)piperidine-3-carboxylate